NC=1C2=C(N=C(N1)CO)N(C(C2(C)C)=O)C=2C=NC(=C(C2)F)N2C[C@H](O[C@H](C2)C)C 4-amino-7-(6-((2R,6S)-2,6-dimethylmorpholino)-5-fluoropyridin-3-yl)-2-(hydroxymethyl)-5,5-dimethyl-5,7-dihydro-6H-pyrrolo[2,3-d]pyrimidin-6-one